pyrido[2,3-b][1,4]oxazin-3-one N=1C2=C(OC(C1)=O)N=CC=C2